BrC=1C=C(C=C(C1)N1N=C(C=C1C)C)[C@@H](CN1CC2(C1)CCN(CC2)C(=O)OC(C)(C)C)CC(=C=O)OC tert-butyl (S)-2-(2-(3-bromo-5-(3,5-dimethyl-1H-pyrazol-1-yl) phenyl)-4-methoxy-4-carbonylbutyl)-2,7-diazaspiro[3.5]nonane-7-carboxylate